4-methylbenzoic acid-(docosahexaenamidoethyl) ester C(C=CC=CC=CC=CC=CC=CCCCCCCCCC)(=O)NCCOC(C1=CC=C(C=C1)C)=O